3-(((7-(1H-pyrazol-4-yl)-2,3-dihydrofuro[3,2-c]pyridin-4-yl)amino)methyl)-N-(5,5-dimethyltetrahydrofuran-3-yl)benzamide N1N=CC(=C1)C=1C2=C(C(=NC1)NCC=1C=C(C(=O)NC3COC(C3)(C)C)C=CC1)CCO2